9-(methylthio)nonyl isothiocyanate CSCCCCCCCCCN=C=S